NC1=NC(=NC2=C(C(=C(C=C12)OC)OC)F)N1CC2CCC(C1)N2C(C=CC2=CC=C(C=C2)F)=O 1-(3-(4-amino-8-fluoro-6,7-dimethoxyquinazolin-2-yl)-3,8-diazabicyclo[3.2.1]octan-8-yl)-3-(4-fluorophenyl)prop-2-en-1-one